ClC=1C=C2C(=CC1)NC(C21CCN(CC1)CCOC=1C=NC(=NC1)C(=O)N)=O 5-(2-{5-chloro-2-oxo-1,2-dihydrospiro[indole-3,4'-piperidin]-1'-yl}ethoxy)pyrimidine-2-carboxamide